ClC=1N=CC=C2C1N(N=C2COC)C 7-Chloro-3-(methoxymethyl)-1-methyl-1H-pyrazolo[3,4-c]pyridine